NCCN1CCN(CC1)CCN1N=C2C=CC=C(C2=C1)C=1C=C(O[C@H]2C[C@H](N(C2)C(=O)C=2C=NN(C2)C2=C(C=C(C=C2)F)Cl)C(=O)O)C=CC1 (2S,4S)-4-[3-[2-[2-[4-(2-aminoethyl)piperazin-1-yl]ethyl]indazol-4-yl]phenoxy]-1-[1-(2-chloro-4-fluoro-phenyl)pyrazole-4-carbonyl]pyrrolidine-2-carboxylic acid